(E)-6-(4-(3-methoxyphenyl)but-1-en-1-yl)-2,3-dihydro-1H-inden-1-one COC=1C=C(C=CC1)CC/C=C/C1=CC=C2CCC(C2=C1)=O